(2S,3R,11aR)-N-[(2,4-difluorophenyl)methyl]-6-hydroxy-5,7-dioxo-2,3-diphenyl-2,3,5,7,11,11a-hexahydro[1,3]oxazolo[3,2-a]pyrido[1,2-d]pyrazine-8-carboxamide FC1=C(C=CC(=C1)F)CNC(=O)C=1C(C(=C2N(C[C@@H]3N(C2=O)[C@@H]([C@@H](O3)C3=CC=CC=C3)C3=CC=CC=C3)C1)O)=O